C(=O)(C(=C)C)N(C(C(CCCCN(C(=O)OCC)C(=O)C(=C)C)C)(C)C)C(=O)OCC 1,6-Bis(methacryl-ethyloxycarbonylamino)TRIMETHYL-HEXANE